ethylmethyl-tetrahydrofuran C(C)C1(OCCC1)C